CC=1C(=NC(=NC1C(F)(F)F)S(=O)(=O)C)C=1C=NN(C1)CC(=O)N1CCN(CC1)C(=O)OC(C)(C)C tert-butyl 4-[2-[4-[5-methyl-2-methylsulfonyl-6-(trifluoromethyl)pyrimidin-4-yl]pyrazol-1-yl]acetyl]piperazine-1-carboxylate